allyl-urethane diacrylate C(C=C)(=O)O.C(C=C)(=O)O.C(C=C)NC(=O)OCC